C(C)OC1=NNC=C1NC=1N=CC2=C(N1)N(C(C21CC1)=O)[C@H]1C[C@@H](CCC1)O 2'-((3-ethoxy-1H-pyrazol-4-yl)amino)-7'-((1R,3R)-3-hydroxycyclohexyl)spiro[cyclopropane-1,5'-pyrrolo[2,3-d]pyrimidin]-6'(7'H)-one